4-(2-((8-(bis(4-methoxybenzyl)amino)-6-(3-cyano-2-fluorophenyl)-[1,2,4]triazolo[1,5-a]pyrazin-2-yl)methyl)-3-fluorobenzyl)piperidine-1-carboxylic acid tert-butyl ester C(C)(C)(C)OC(=O)N1CCC(CC1)CC1=C(C(=CC=C1)F)CC1=NN2C(C(=NC(=C2)C2=C(C(=CC=C2)C#N)F)N(CC2=CC=C(C=C2)OC)CC2=CC=C(C=C2)OC)=N1